4-bromo-2,3-dimethyl-1H-indole-7-carboxylic acid BrC1=C2C(=C(NC2=C(C=C1)C(=O)O)C)C